perfluorophenyl 2-(acetylthio)acetate C(C)(=O)SCC(=O)OC1=C(C(=C(C(=C1F)F)F)F)F